FC(OC=1C=C(C=C(C1)F)C1=CC=C2C(N(CN(C2=C1)S(=O)(=O)C1=CC(=CC=C1)C(F)(F)F)C[C@@H](C)OC)=O)F (R)-7-(3-(difluoromethoxy)-5-fluorophenyl)-3-(2-methoxypropyl)-1-((3-(trifluoromethyl)phenyl)sulfonyl)-2,3-dihydroquinazolin-4(1H)-one